NC1=C2N=C(N(C2=NC(=N1)OCC)CC1=C(C=C(CN2CCN(CC2)C(CCCCCN2C(C=CC2=O)=O)=O)C=C1)OC)O 1-(6-(4-(4-((6-amino-2-ethoxy-8-hydroxy-9H-purin-9-yl)methyl)-3-methoxy-benzyl)piperazin-1-yl)-6-oxohexyl)-1H-pyrrole-2,5-dione